3-bromo-2,4,6-trifluorobenzene-1-sulfonyl chloride BrC=1C(=C(C(=CC1F)F)S(=O)(=O)Cl)F